4-amino-N-((3S)-6-(2,2-dimethyltetrahydrofuran-3-yl)-2,3-dihydrobenzofuran-3-yl)-7-fluoro-N-methylimidazo[1,5-a]quinoxaline-8-carboxamide NC=1C=2N(C3=CC(=C(C=C3N1)F)C(=O)N(C)[C@@H]1COC3=C1C=CC(=C3)C3C(OCC3)(C)C)C=NC2